5-(6-cyclopropoxynaphthalen-2-yl)-4-(methylamino)-7H-pyrrolo[2,3-d]pyrimidin C1(CC1)OC=1C=C2C=CC(=CC2=CC1)C1=CNC=2N=CN=C(C21)NC